BrC1=C(C(=CC(=C1C)C1(C2=CC=CC=C2S(O1)(=O)=O)C1=C(C(=C(C(=C1)Br)O)Br)C)Br)O 2,6-dibromo-4-[7-(3,5-dibromo-4-hydroxy-2-methyl-phenyl)-9,9-dioxo-8-oxa-9λ6-thiabicyclo[4.3.0]non-1,3,5-trien-7-yl]-3-methyl-phenol